(S)- and (R)-N-(5-(1-methyl-1H-pyrazol-4-yl)-pyridin-2-yl)-2-phenyl-2-((2-(6-(trifluorometh-yl)pyridin-3-yl)-ethyl)amino)-acetamide CN1N=CC(=C1)C=1C=CC(=NC1)NC([C@@H](NCCC=1C=NC(=CC1)C(F)(F)F)C1=CC=CC=C1)=O |r|